FC(C1=NN=C(O1)C1=CCN(C=C1)CC(=O)N1CCOCC1)F 4-(5-(difluoromethyl)-1,3,4-oxadiazol-2-yl)-1-(2-morpholino-2-oxoethyl)pyridine